5-(trifluoromethyl)-1H-pyrazole-4-carboxylic acid ethyl ester C(C)OC(=O)C=1C=NNC1C(F)(F)F